Cl.NCC1=CC=C(C=C1)C1=NN(C(C2=CC=CC=C12)=O)C(C)C 4-(4-(aminomethyl)phenyl)-2-isopropylphthalazin-1(2H)-one hydrochloride